3-[2-({4-azaspiro[2.5]octan-6-yl}amino)-5-(trifluoromethyl)pyrimidin-4-yl]-7-(1-methyl-1H-pyrazol-4-yl)-1H,4H,5H,6H,7H,8H-pyrrolo[2,3-c]azepin-8-one C1CC12NCC(CC2)NC2=NC=C(C(=N2)C2=CNC=1C(N(CCCC12)C=1C=NN(C1)C)=O)C(F)(F)F